tert-butyl ((4-methyl-1-(3-(4-methyl-3,4-dihydro-1,5-naphthyridin-1(2H)-yl)-1H-pyrazolo[3,4-b]pyrazin-6-yl)piperidin-4-yl)methyl)carbamate CC1(CCN(CC1)C1=CN=C2C(=N1)NN=C2N2CCC(C1=NC=CC=C21)C)CNC(OC(C)(C)C)=O